N-(3-(4-aminophenyl)-1-methyl-1H-pyrazol-5-yl)tetrahydro-2H-pyran-4-carboxamide NC1=CC=C(C=C1)C1=NN(C(=C1)NC(=O)C1CCOCC1)C